N-[2,2-Dimethyl-3-(pyrrolidin-1-yl)propyl]-4H,5H,6H,7H,8H,9H-cycloocta[b]thiophene-2-carboxamide CC(CNC(=O)C1=CC2=C(S1)CCCCCC2)(CN2CCCC2)C